3-methylamino-1-(2-thienyl)-1-propanone hydrochloride Cl.CNCCC(=O)C=1SC=CC1